4-vinylphenylethanol C(=C)C1=CC=C(C=C1)C(C)O